COC1=CC=C(CN2C(C=3N(CC2)C(=C(C3NC3=CC=CC=C3)C3=CC=NC=C3)COCC(F)(F)F)=O)C=C1 2-(4-methoxybenzyl)-8-(phenylamino)-7-(pyridin-4-yl)-6-((2,2,2-trifluoroethoxy)methyl)-3,4-dihydropyrrolo[1,2-a]pyrazin-1(2H)-one